OCCCCN(CCCCCCC(C(=O)O)(CCCCCCCC)CCCCCC)CCCCCCC(C(=O)O)(CCCCCCCC)CCCCCC.C(C)(CC)NC1=C(C=CC=C1)NC(C)CC N,N'-di-sec-butyl phenylenediamine ((4-Hydroxybutyl)azanediyl)bis(hexane-6,1-diyl)bis(2-hexyldecanoate)